tert-butyl (3-(4-(6-cyano-1-(4-(trifluoromethyl)benzyl)-1H-indole-2-carboxamido)-piperidin-1-yl)propyl)carbamate C(#N)C1=CC=C2C=C(N(C2=C1)CC1=CC=C(C=C1)C(F)(F)F)C(=O)NC1CCN(CC1)CCCNC(OC(C)(C)C)=O